3,8-bis[1-(3-(2,6-difluorophenyl)butoxy)ethyl]Porphyrin disodium salt [Na].[Na].FC1=C(C(=CC=C1)F)C(CCOC(C)C=1C=C2NC1C=C1C=C(C(=N1)C=C1C=CC(N1)=CC=1C=CC(N1)=C2)C(C)OCCC(C)C2=C(C=CC=C2F)F)C